3-(propane-2-yloxy)piperidine CC(C)OC1CNCCC1